N1C=CC2=CC(=CC=C12)S(=O)(=O)N1C=C(C=C1)C(=O)NC1=C(C=CC=C1F)F 1-((1H-indol-5-yl)sulfonyl)-N-(2,6-difluorophenyl)-1H-pyrrole-3-carboxamide